CC1(CC1)NC(C[C@H]1C[C@H](CC1)C1=CC(=NN1)NC(CC1=CC(=NO1)C)=O)=O N-(1-methylcyclopropyl)-2-((1R,3S)-3-(3-(2-(3-methylisoxazol-5-yl)acetamido)-1H-pyrazol-5-yl)cyclopentyl)acetamide